NCC1=CC=C(C=C1)P(OCC)(OCC)=O diethyl 4-(aminomethyl)phenylphosphonate